C#CCS(=O)(=O)[O-].[Na+] sodium 1-propyne-3-sulfonate